ClC1=CC=C(C=C1)C(C(=O)N1CCCC1)=C 2-(4-chlorophenyl)-1-(pyrrolidin-1-yl)prop-2-en-1-one